O[C@@H](C(=O)N1CC2=C(CCC1)N=C(NC2=O)C2(CC2)C2=CC(=CC=C2)C=C(C)C)C2=CC(=CC=C2)C(F)(F)F (R)-6-(2-hydroxy-2-(3-(trifluoromethyl)phenyl)acetyl)-2-(1-(3-(2-methylprop-1-en-1-yl)phenyl)cyclopropyl)-3,5,6,7,8,9-hexahydro-4H-pyrimido[5,4-c]azepin-4-one